[GeH](=O)[O-] Germanate